8-[1-(tetrahydro-2H-pyran-2-yl)-1H-pyrazol-5-yl]-1,7-naphthyridin-4-yl trifluoromethanesulfonate FC(S(=O)(=O)OC1=CC=NC2=C(N=CC=C12)C1=CC=NN1C1OCCCC1)(F)F